[Cl-].C(CCCCCCC\C=C/CCCCCCCC)[N+](C)(C)CCCCCCCC\C=C/CCCCCCCC Dioleyl-dimethyl-ammonium chloride